NC1=C(C=C(C=N1)C=1C=NN(C1)C1CCN(CC1)CC=1C=C2C(N(C(C2=CC1)=O)C1C(NC(CC1)=O)=O)=O)O[C@H](C)C1=C(C(=CC=C1Cl)F)Cl 5-((4-(4-(6-amino-5-((R)-1-(2,6-dichloro-3-fluorophenyl)ethoxy)pyridin-3-yl)-1H-Pyrazol-1-yl)piperidin-1-yl)methyl)-2-(2,6-dioxopiperidin-3-yl)isoindoline-1,3-dione